CC1=CC=C(C=C1)CC(=O)NC=1[Se]C(=CN1)C(=O)NC1=CC=C(C=C1)OC 2-(4-Methylphenylacetylamino)-N-(4-methoxyphenyl)-1,3-selenazol-5-carboxamide